N-{2-[(3S,4R)-3-fluoro-4-methoxypiperidin-1-yl]pyrimidin-4-yl}-8-[3-(methanesulfonyl-methyl)azetidin-1-yl]-5-(propan-2-yl)-2,6-naphthyridin-3-amine F[C@H]1CN(CC[C@H]1OC)C1=NC=CC(=N1)NC=1N=CC2=C(C=NC(=C2C1)C(C)C)N1CC(C1)CS(=O)(=O)C